tert-butyl ((1-(3-chlorobenzoyl)-1,2,3,4-tetrahydroquinolin-6-yl)methyl)carbamate ClC=1C=C(C(=O)N2CCCC3=CC(=CC=C23)CNC(OC(C)(C)C)=O)C=CC1